C1(CC1)C1=NC=NC(=C1C=1N=CC2=C(N(CC(NC23CCC3)=O)CC3=CC=C(C=C3)C=3N(C=C(N3)C(F)(F)F)C)N1)OC 2'-(4-cyclopropyl-6-methoxypyrimidin-5-yl)-9'-(4-(1-methyl-4-(trifluoromethyl)-1H-imidazole-2-yl)benzyl)-8',9'-dihydrospiro[cyclobutane-1,5'-pyrimido[4,5-e][1,4]diazepine]-7'(6'H)-one